S1C(=NC2=C1C=CC=C2)NC2=C(C(=C(N=N2)NC=2SC=C(N2)C(=O)OCC)C)COC ethyl 2-({6-[(1,3-benzothiazol-2-yl)amino]-5-(methoxymethyl)-4-methylpyridazin-3-yl}amino)-1,3-thiazole-4-carboxylate